CN(C)C1=CC=C(C=C1)P(C(C)(C)C)C(C)(C)C (4-(N,N-Dimethylamino)phenyl)di-tert-butylphosphine